N1(CCCCC1)CCNC1=NC(=NC(=N1)NCCCN(CCC(=O)OCCCCCCCCCCCC)CCC(=O)OCCCCCCCCCCCC)NCCCN(CCC(=O)OCCCCCCCCCCCC)CCC(=O)OCCCCCCCCCCCC Tetradodecyl 3,3',3'',3'''-((((6-((2-(piperidin-1-yl)ethyl)amino)-1,3,5-triazine-2,4-diyl)bis(azanediyl))bis(propane-3,1-diyl))bis(azanetriyl))tetrapropionate